3-[2-[tert-Butoxycarbonyl-[3-(tert-Butoxycarbonylamino)propyl]amino]ethyl]benzoic acid C(C)(C)(C)OC(=O)N(CCC=1C=C(C(=O)O)C=CC1)CCCNC(=O)OC(C)(C)C